7-(methoxymethyl)-1-methyl-2,3-dioxo-2,3-dihydropyrido[2,3-b]pyrazine COCC1=CC2=C(NC(C(N2C)=O)=O)N=C1